(5-(2-chlorophenyl)-1H-pyrazol-4-yl)(4-hydroxypiperidin-1-yl)methanone ClC1=C(C=CC=C1)C1=C(C=NN1)C(=O)N1CCC(CC1)O